NC1C(N(CC1)CCO)=O 3-Amino-1-(2-hydroxyethyl)pyrrolidin-2-one